N-(2-(1-((2-(2,4-dioxotetrahydropyrimidin-1(2H)-yl)-1-oxoisoindolin-5-yl)methyl)piperidin-4-yl)-5-(2-hydroxypropane-2-yl)benzo[d]oxazol-6-yl)-6-(trifluoromethyl)picolinamide O=C1N(CCC(N1)=O)N1C(C2=CC=C(C=C2C1)CN1CCC(CC1)C=1OC2=C(N1)C=C(C(=C2)NC(C2=NC(=CC=C2)C(F)(F)F)=O)C(C)(C)O)=O